CC(=C)C1CCC(CC1)(C)O The molecule is a member of the class of terpineols that is cyclohexanol carrying additional methyl and propenyl substituents at positions 1 and 4 respectively. It has a role as a plant metabolite, a volatile oil component and a fragrance. It is a terpineol and a tertiary alcohol.